FC1=CC=2N(C=C1)C(=CN2)C2=C1CN(C(C1=C(C=C2)NC2=NC=C(C=C2)N2CCC(CC2)OCC=O)=O)C(=O)OC(C)(C)C tert-butyl 4-{7-fluoroimidazo[1,2-a]pyridin-3-yl}-1-oxo-7-({5-[4-(2-oxoethoxy)piperidin-1-yl]pyridin-2-yl}amino)-3H-isoindole-2-carboxylate